6-(1-(2,5-dichlorophenylsulfonyl)-1H-indol-4-yl)quinazolin-2-amine ClC1=C(C=C(C=C1)Cl)S(=O)(=O)N1C=CC2=C(C=CC=C12)C=1C=C2C=NC(=NC2=CC1)N